NC1=C(C=C(C=C1F)C(=O)C1=CC=C2N1C=CN=C2C2=CC1=C(N(C(=N1)C)C)C=C2C(F)(F)F)F (4-amino-3,5-difluorophenyl)(1-(1,2-dimethyl-6-(trifluoromethyl)-1H-benzo[d]imidazol-5-yl)pyrrolo[1,2-a]pyrazin-6-yl)methanone